1-(azetidin-3-yl)-5-chloro-3-nitro-1H-pyrazole N1CC(C1)N1N=C(C=C1Cl)[N+](=O)[O-]